CC(C(=O)N1CC2=CC=CC=C2C[C@H]1CN1CCNCC1)C (3S)-2-(2-methylpropanoyl)-3-(piperazin-1-ylmethyl)-1,2,3,4-tetrahydroisoquinoline